1-(4-fluorophenyl)-6-(hydroxymethyl)-2-oxo-1,2-dihydroPyridine-3-carboxamide FC1=CC=C(C=C1)N1C(C(=CC=C1CO)C(=O)N)=O